NC1CCC(CC1)NC(CCNC(OC(C)(C)C)=O)=O Tert-butyl (3-(((1r,4r)-4-aminocyclohexyl)amino)-3-oxopropyl)carbamate